N-(6-Fluoropyridin-3-yl)-2-[methyl({2-[1-(oxan-2-yl)-1H-pyrazolo[3,4-c]pyridin-5-yl]-5H,6H,7H-cyclopenta[d]pyrimidin-4-yl})amino]acetamide FC1=CC=C(C=N1)NC(CN(C=1C2=C(N=C(N1)C=1C=C3C(=CN1)N(N=C3)C3OCCCC3)CCC2)C)=O